ClC=CCl Dichloroethanen